3,6-dichloropyridazine-4-ol ClC=1N=NC(=CC1O)Cl